C(C)(C)(C)OC(=O)C1C=2N(CCCN1)N=C(C2Cl)C(=O)O (tert-butoxycarbonyl)-3-chloro-5,6,7,8-tetrahydro-4H-pyrazolo[1,5-a][1,4]diazepine-2-carboxylic acid